2-methyl-1,2-propylenediamine CC(CN)(C)N